2-[6-(1-ethoxyethenyl)-1,5-naphthyridin-4-yl]-1H,5H,6H,7H-pyrrolo[3,2-c]pyridin-4-one C(C)OC(=C)C=1N=C2C(=CC=NC2=CC1)C1=CC=2C(NCCC2N1)=O